FC=1C=C(C=C(C1CN[C@H]1[C@H](COCC1)O)OC)C1=C(C(=CC=C1)C1=C(C(=CC=C1)NC1=CN=CC2=NC=CN=C21)C)C (3R,4R)-4-(((3-fluoro-5-methoxy-2',2''-dimethyl-3''-(pyrido[3,4-b]pyrazin-8-ylamino)-[1,1':3',1''-terphenyl]-4-yl)methyl)amino)tetrahydro-2H-pyran-3-ol